2,2-dibromo-1-phenyl-ethanone BrC(C(=O)C1=CC=CC=C1)Br